1,9-dimethyl-1,4,5,10-tetrahydro-benzo[b]pyrazolo-[3,4-e][1,4]diazepine CN1N=CC2=C1NC1=C(NC2)C=CC=C1C